4-[(1E,4E)-5-(4-hydroxy-3-methoxyphenyl)-3-oxopenta-1,4-dien-1-yl]2-Methoxyphenyl chloroacetate ClCC(=O)OC1=C(C=C(C=C1)\C=C\C(\C=C\C1=CC(=C(C=C1)O)OC)=O)OC